ClC=1C=C(C=CC1)[C@H]1C[C@](C(N([C@@H]1C1=CC=C(C=C1)Cl)[C@H]([C@H](C)O)CC)=O)(C)CC(=O)O 2-((3R,5R,6S)-5-(3-chlorophenyl)-6-(4-chlorophenyl)-1-((2S,3S)-2-hydroxypentan-3-yl)-3-methyl-2-oxopiperidin-3-yl)acetic Acid